(Z)-2-cyano-N-(2-(2-(2-methoxyethoxy)ethoxy)ethyl)-3-(5-(6-(piperidin-1-yl)naphthalen-2-yl)furan-2-yl)acrylamide C(#N)/C(/C(=O)NCCOCCOCCOC)=C/C=1OC(=CC1)C1=CC2=CC=C(C=C2C=C1)N1CCCCC1